N-(4-(1,3-dimethyl-1H-pyrazol-4-yl)-2-methoxyphenyl)formamide CN1N=C(C(=C1)C1=CC(=C(C=C1)NC=O)OC)C